N-(3-(2-((3-(hydroxymethyl)phenyl)amino)-8,9-dihydroimidazo[1',2':1,6]pyrido[2,3-d]pyrimidin-6-yl)-4-methylphenyl)-4-(trifluoromethyl)pyridineamide OCC=1C=C(C=CC1)NC=1N=CC2=C(N1)N1C(C(=C2)C=2C=C(C=CC2C)NC(=O)C2=NC=CC(=C2)C(F)(F)F)=NCC1